COC(=O)C1=CC2=CN(N=C2C=C1OC(C)C)C1OCCCC1.NC=1C(=NC(=CC1)C1=CC=C(C=C1)F)NC(C1=CN=C(C=C1)N1CCN(CC1)C)=O N-(3-amino-6-(4-fluorophenyl)pyridin-2-yl)-6-(4-methylpiperazin-1-yl)nicotinamide methyl-6-isopropoxy-2-(tetrahydro-2H-pyran-2-yl)-2H-indazole-5-carboxylate